6-Chloro-3-(5-methyl-2,5-diazabicyclo[2.2.1]hept-2-yl)-1H-pyrazolo[4,3-c]pyridine ClC1=CC2=C(C=N1)C(=NN2)N2C1CN(C(C2)C1)C